C(C)(C)(C)[Si](O[C@H]1[C@@H](O[C@@H]([C@H]1O)CO)N1C(=O)NC(=O)C=C1)(C)C 2'-O-(tert-butyldimethyl-silyl)uridine